N1(CCCCC1)C(=O)O.C(C)(C)(C)OC(=O)N1CCC(CC1)OC1=CC=C(C=C1)C1C(NC(CC1)=O)=O.ClC=1C=C(C=CC1)C1=CN=C2N1C=CC(=C2)C(=O)N2CCCCC2 (3-(3-chlorophenyl)imidazo[1,2-a]pyridin-7-yl)(piperidin-1-yl)methanone tert-butyl-4-[4-(2,6-dioxo-3-piperidyl)phenoxy]piperidine-1-carboxylate piperidine-1-carboxylate